1-[2-(3-chloro-5-methyl-pyrazol-1-yl)-6-[5-fluoro-6-[(6-methylpyridazin-3-yl)amino]benzimidazol-1-yl]-3-pyridyl]ethanol ClC1=NN(C(=C1)C)C1=NC(=CC=C1C(C)O)N1C=NC2=C1C=C(C(=C2)F)NC=2N=NC(=CC2)C